(R)-N-(4-methoxy-2-(4-(4-methylpiperazin-1-yl)-[1,4'-bipiperidin]-1'-yl)-5-((6-(3-(3-phenoxyphenyl)isoxazolidin-2-yl)pyrimidin-4-yl)amino)phenyl)acrylamide COC1=CC(=C(C=C1NC1=NC=NC(=C1)N1OCC[C@@H]1C1=CC(=CC=C1)OC1=CC=CC=C1)NC(C=C)=O)N1CCC(CC1)N1CCC(CC1)N1CCN(CC1)C